C1(CC1)CN1CC2=C(CC1)C(=NN2)C(=O)N2CCC(CC2)C2=C(C(=CC=C2)F)C(F)(F)F (6-(cyclopropylmethyl)-4,5,6,7-tetrahydro-1H-pyrazolo[3,4-c]pyridin-3-yl)(4-(3-fluoro-2-(trifluoromethyl)phenyl)piperidin-1-yl)methanone